N1(C=CC=C1)C1=CC=C(CN(C2=CC(=NC=3N2N=CC3C3CC3)NC[C@@H]3[C@H](CN(CC3)C(=O)OC(C)(C)C)O)C(=O)OC(C)(C)C)C=C1 tert-butyl (3R,4R)-4-(((7-((4-(1H-pyrrol-1-yl)benzyl)(tert-butoxycarbonyl)amino)-3-cyclopropylpyrazolo[1,5-a]pyrimidin-5-yl)amino)methyl)-3-hydroxypiperidine-1-carboxylate